C(C)OC(=O)C=1NC2=C(C=CC=C2C1Br)C(C)O 3-bromo-7-(1-hydroxyethyl)-1H-indole-2-carboxylic acid ethyl ester